C1(CCCCC1)[C@@H]1N=C(OC1)C=1OC[C@@H](N1)C1CCCCC1 (4S,4'S)-4,4'-dicyclohexyl-4,4',5,5'-tetrahydro-2,2'-bioxazole